4-(1-((7-ethyl-4-fluoro-6-oxo-5,6-dihydro-1,5-naphthyridin-3-yl)methyl)-1,2,3,6-tetrahydropyridin-4-yl)-3-fluorobenzonitrile C(C)C=1C(NC=2C(=C(C=NC2C1)CN1CCC(=CC1)C1=C(C=C(C#N)C=C1)F)F)=O